ClC=1N=C(C2=C(N1)C=CO2)OCC2=CC=C(C=C2)C=2N(C=C(N2)C(F)(F)F)C 2-chloro-4-[[4-[1-methyl-4-(trifluoromethyl)imidazol-2-yl]phenyl]methoxy]furo[3,2-d]pyrimidine